5-(2-Amino-3-methylbutoxy)-N-(1-(7-methoxyquinolin-5-yl)cyclopropyl)-2-methylbenzamide NC(COC=1C=CC(=C(C(=O)NC2(CC2)C2=C3C=CC=NC3=CC(=C2)OC)C1)C)C(C)C